lithium glycolate C(CO)(=O)[O-].[Li+]